CC=1C=C2C=C(C3=CC=CC=C3C2(CC1)C)O 2,4a-dimethylphenanthren-9-ol